N-(4-((4-(2-methyl-3,6-dihydro-2H-pyran-2-yl)-4-phenethyl-piperidin-1-yl)methyl)phenyl)acetamide HCl Cl.CC1(OCC=CC1)C1(CCN(CC1)CC1=CC=C(C=C1)NC(C)=O)CCC1=CC=CC=C1